FC(C1=NN=C(O1)C=1C=CC(=NC1)CN1C(N(C2=C1C=C(C(=C2)C=2C=NC=CC2)F)C2CCN(CC2)C)=O)F 1-((5-(5-(difluoromethyl)-1,3,4-oxadiazol-2-yl)pyridin-2-yl)methyl)-6-fluoro-3-(1-methylpiperidin-4-yl)-5-(pyridin-3-yl)-1,3-dihydro-2H-benzo[d]imidazol-2-one